N-(mesitylsulfonyl)-2-(naphthalen-2-ylsulfanyl)acetamide C1(=C(C(=CC(=C1)C)C)S(=O)(=O)NC(CSC1=CC2=CC=CC=C2C=C1)=O)C